1-(4-(2-(3-(4-(tert-butyl)piperazin-1-yl)phenyl)-3-hydroxy-6-methyl-pyridin-4-yl)-2-methylphenyl)-3-methyl-1,3-dihydro-2H-imidazol-2-one C(C)(C)(C)N1CCN(CC1)C=1C=C(C=CC1)C1=NC(=CC(=C1O)C1=CC(=C(C=C1)N1C(N(C=C1)C)=O)C)C